(S)-N-((S)-1-(((S)-1-cyano-2-((R)-5,5-dimethyl-2-oxopyrrolidin-3-yl)ethyl)amino)-3-cyclopropyl-1-oxopropan-2-yl)-3,3-dimethyl-2-(2,2,2-trifluoroacetamido)butanamide C(#N)[C@H](C[C@H]1C(NC(C1)(C)C)=O)NC([C@H](CC1CC1)NC([C@H](C(C)(C)C)NC(C(F)(F)F)=O)=O)=O